[(1R,7S)-7-[(Z)-N'-benzoyloxy-N-methyl-carbamimidoyl]-5-methyl-9-oxo-4,5,8,10-tetrazatricyclo[6.2.1.02,6]undeca-2(6),3-dien-10-yl] sulfate tetrabutylammonium salt C(CCC)[N+](CCCC)(CCCC)CCCC.S(=O)(=O)(ON1C(N2[C@@H](C=3N(N=CC3[C@@H]1C2)C)/C(/NC)=N/OC(C2=CC=CC=C2)=O)=O)[O-]